O[C@H]1CN(CC[C@H]1NC1=NC=C(C=C1)C(F)(F)F)S(=O)(=O)C1=CC=C(C=C1)C=1C=C2CNC(C2=CC1)=O 5-(4-(((3S,4R)-3-hydroxy-4-((5-(trifluoromethyl)pyridin-2-yl)amino)piperidin-1-yl)sulfonyl)phenyl)isoindolin-1-one